FC1=NC(=CC=C1B(O)O)F 2,6-difluoro-3-pyridineboronic acid